(2S,4R)-1-(2-(3-acetyl-5-(2-methylpyrazolo[1,5-a]pyrimidin-6-yl)-1H-indol-1-yl)acetyl)4-fluoro-N-(3-phenylpropyl)pyrrolidine-2-carboxamide C(C)(=O)C1=CN(C2=CC=C(C=C12)C=1C=NC=2N(C1)N=C(C2)C)CC(=O)N2[C@@H](C[C@H](C2)F)C(=O)NCCCC2=CC=CC=C2